5-isopropyl-3-[2-(methylsulfanyl)-5-[2-(triisopropylsilyl)ethynyl]pyrido[2,3-d]pyrimidin-7-yl]-1,3-oxazolidin-2-one C(C)(C)C1CN(C(O1)=O)C=1C=C(C2=C(N=C(N=C2)SC)N1)C#C[Si](C(C)C)(C(C)C)C(C)C